(1-benzyl-3-(p-chlorophenyl)tetrahydropyridin-3-yl)methanol C(C1=CC=CC=C1)N1CC(CCC1)(C1=CC=C(C=C1)Cl)CO